C(C)C=1N=C2N(C=C(C=C2)[N+](=O)[O-])C1NC (2-Ethyl-6-nitro-imidazo[1,2-a]pyridin-3-yl)-methyl-amine